C(C)SC(CC1CC(=CC(C1)=O)O)C 5-(2-ethylsulfanyl-propyl)-3-hydroxy-cyclohex-2-enone